FC(OC1=C(C(=O)N[C@H]2[C@H](C2)F)C(=CC(=C1)C=1C=NN2C1C=CC(=C2)C(COC2COC2)(C)C)OC)F 2-(difluoromethoxy)-4-[6-[1,1-dimethyl-2-(oxetan-3-yloxy)ethyl]pyrazolo[1,5-a]pyridin-3-yl]-N-[(1R,2S)-2-fluorocyclopropyl]-6-methoxybenzamide